C1(CC1)C1=C(C=C(C=C1)C(NC(=O)C1N(CC(C1)F)C(CN1C(COCC1)=O)=O)C1=CC=CC=C1)F N-[(4-cyclopropyl-3-fluorophenyl)(phenyl)methyl]-4-fluoro-1-[2-(3-oxomorpholin-4-yl)acetyl]pyrrolidine-2-carboxamide